CC1=CC=CC=2N1N=C(C2)[C@@H]2N(CCC1=C2N=CN1)C(=O)C=1OC(=NN1)C=1C=NC=CC1 (R)-(4-(7-methylpyrazolo[1,5-a]pyridin-2-yl)-6,7-dihydro-1H-imidazo[4,5-c]pyridin-5(4H)-yl)(5-(pyridin-3-yl)-1,3,4-oxadiazol-2-yl)methanone